4-amino-N-(1-(3,3-difluorocyclobutyl)-2-oxo-1,2-dihydropyridin-3-yl)-2-fluoro-6-(6-azaspiro[2.5]octan-6-yl)benzamide NC1=CC(=C(C(=O)NC=2C(N(C=CC2)C2CC(C2)(F)F)=O)C(=C1)N1CCC2(CC2)CC1)F